butyl 3-(3-([1,1'-biphenyl]-3-yl)isoxazol-5-yl)pyrrolidine-1-carboxylate C1(=CC(=CC=C1)C1=NOC(=C1)C1CN(CC1)C(=O)OCCCC)C1=CC=CC=C1